CC(C(=O)O[C@@H]([C@@H](C(C([C@H](CC=O)NC(=O)C1=NC=CC(=C1OCOC(C)=O)OC)=O)=O)C)[C@H](C=O)CC1=CC=CC=C1)C (3S,6S,7R,8R)-3-[[[3-[(acetoxy) methoxy]-4-methoxy-2-pyridyl] carbonyl] amino]-6-methyl-4,9-dioxo-8-(phenylmethyl)-1,5-dioxononan-7-yl 2-methylpropionate